7-chloro-4-(1-methyl-1,2,3-triazol-4-yl)-1H-indazole ClC=1C=CC(=C2C=NNC12)C=1N=NN(C1)C